FC(C(=O)O)(F)F.C1NCC12CCN(CC2)C2=NC=NC1=CC=C(C=C21)C=2C=C(C(=NC2)OC)NS(=O)(=O)C2=CC=C(C=C2)F N-(5-(4-(2,7-diazaspiro[3.5]non-7-yl)quinazolin-6-yl)-2-methoxypyridin-3-yl)-4-fluorobenzenesulfonamide trifluoroacetate salt